1-(4-chloro-3-(trifluoromethyl)phenyl)-3-(3-fluoro-5-(3-(pyrrolidin-1-yl)quinoxaline-6-carbonyl)phenyl)urea ClC1=C(C=C(C=C1)NC(=O)NC1=CC(=CC(=C1)C(=O)C=1C=C2N=C(C=NC2=CC1)N1CCCC1)F)C(F)(F)F